2-methyl-5-benzyloxyphenol CC1=C(C=C(C=C1)OCC1=CC=CC=C1)O